2-cyclohexyl-N-cyclopentyl-2-[2-(2,4-dimethoxy-phenyl)-benzoimidazol-1-yl]-acetamide C1(CCCCC1)C(C(=O)NC1CCCC1)N1C(=NC2=C1C=CC=C2)C2=C(C=C(C=C2)OC)OC